N-(3,5-dichloropyridin-4-yl)-4-(difluoromethoxy)-3-(4-(4-(2-((3-((2,6-dioxo-piperidin-3-yl)amino)phenyl)amino)-2-oxoethyl)piperazin-1-yl)butoxy)benzamide ClC=1C=NC=C(C1NC(C1=CC(=C(C=C1)OC(F)F)OCCCCN1CCN(CC1)CC(=O)NC1=CC(=CC=C1)NC1C(NC(CC1)=O)=O)=O)Cl